Bis-(hydroxyethyl)terephthalat OCCOC(C1=CC=C(C(=O)OCCO)C=C1)=O